CN1C(=CC=2C1=NC(=CC2)OC2CCC1(CN(C1)C(=O)C1CC(C1)(C)O)CC2)C (7-((1,2-dimethyl-1H-pyrrolo[2,3-b]pyridin-6-yl)oxy)-2-azaspiro[3.5]non-2-yl)((1s,3s)-3-hydroxy-3-methylcyclobutyl)methanone